chloro-4,6-diphenyl-1,3,5-triazine ClC1=NC(=NC(=N1)C1=CC=CC=C1)C1=CC=CC=C1